(trichlorosilyl) boranate B(=O)O[Si](Cl)(Cl)Cl